(1r,5s,6r)-N,N-diethyl-3-(9-(3-methyl-1,2,4-oxadiazol-5-yl)-9-azabicyclo[3.3.1]non-3-yl)-3-azabicyclo[3.1.0]hexane-6-carboxamide C(C)N(C(=O)C1[C@H]2CN(C[C@@H]12)C1CC2CCCC(C1)N2C2=NC(=NO2)C)CC